NC=1C2=C(N=CN1)N(C=C2C2=CC(=C(C=C2)NC(=O)NC2=CC(=C(C=C2)CN2CCN(CCC2)C)C(F)(F)F)F)C2CC2 1-(4-(4-AMINO-7-CYCLOPROPYL-7H-PYRROLO[2,3-D]PYRIMIDIN-5-YL)-2-FLUOROPHENYL)-3-(4-((4-METHYL-1,4-DIAZEPAN-1-YL)METHYL)-3-(TRIFLUOROMETHYL)PHENYL)UREA